ClC1=NC=CC(=C1NC(=O)C=1C=NC(=NC1)C(C)C)C1=C(C=CC=C1)Cl N-[2-chloro-4-(2-chlorophenyl)-3-pyridyl]-2-isopropyl-pyrimidine-5-carboxamide